C(C=1C(C(=O)OCCC)=CC=CC1)(=O)OCCC di-propyl phthalate